COC1=C(C=C(N)C=C1)OCCCOC 4-methoxy-3-(3-methoxypropoxy)aniline